COC([C@@H](CC=1C=C2C=NNC2=C(C1)C)NC(=O)OC1=CC=CC=C1)=O (R)-3-(7-methyl-1H-indazol-5-yl)-2-((phenoxycarbonyl)amino)propionic acid methyl ester